N1=CC=C(C=C1)CC(P(O)(=O)O)P(O)(=O)O 2-(pyridin-4-yl)ethane-1,1-diphosphonic acid